3-((3-(2,6-dichlorophenyl)-5-isopropylisoxazol-4-yl)methoxy)benzoic acid ClC1=C(C(=CC=C1)Cl)C1=NOC(=C1COC=1C=C(C(=O)O)C=CC1)C(C)C